2-Aminopropanol NC(CO)C